OCCOC(C(C)C1=CC(=C(C(=C1)C(C)(C)C)O)C1=NC(=NC(=N1)C1=C(C=C(C=C1)C)C)C1=C(C=C(C=C1)C)C)=O (3-(4,6-bis(2,4-dimethylphenyl)-1,3,5-triazin-2-yl)-5-(tert-butyl)-4-hydroxyphenyl)propanoic acid-2-hydroxyethyl ester